furanformyl chloride O1C(=CC=C1)C(=O)Cl